6-hydroxy-4-(6-(6-((6-methoxypyridin-3-yl)methyl)-3,6-diazabicyclo[3.1.1]heptane-3-yl)pyridin-3-yl)pyrazolo[1,5-a]pyridine-3-carbonitrile OC=1C=C(C=2N(C1)N=CC2C#N)C=2C=NC(=CC2)N2CC1N(C(C2)C1)CC=1C=NC(=CC1)OC